C(C(C)C)(=O)NC(=O)C1CCC1C(=O)N1CCCCC1 N-isobutyryl-4-(piperidine-1-carbonyl)cyclobutane-1-carboxamide